(S)-4-(hydroxy(methyl)phosphono)-L-homoalanine monoammonium salt [NH4+].OOP(=O)(OC)CC[C@H](N)C(=O)[O-]